3-[6-(7-methoxy-2,2-dimethyl-2,3-dihydro-benzofuran-4-yl)-thiochroman-2-yl]-propionic acid COC1=CC=C(C=2CC(OC21)(C)C)C=2C=C1CCC(SC1=CC2)CCC(=O)O